C1(=CC=CC=C1)[C@H]1CCC=2N1C1=C(N2)C=CC(=C1)C=1C=NC(=NC1)N1CCC(CC1)O (R)-1-(5-(1-phenyl-2,3-dihydro-1H-benzo[d]pyrrolo[1,2-a]imidazol-7-yl)pyrimidin-2-yl)piperidin-4-ol